N-(2-(8-(4-(Trifluoromethyl)phenyl)imidazo[1,2-a]pyrazin-6-yl)allyl)acrylamide FC(C1=CC=C(C=C1)C=1C=2N(C=C(N1)C(CNC(C=C)=O)=C)C=CN2)(F)F